COC=1C=C(C=NC1OC)CO (5,6-dimethoxypyridin-3-yl)methanol